C(=O)(O)C=NNC(NN=CC(=O)O)=N 2-({3-[(carboxy-methylidene)amino]-guanidino}imino)-acetic acid